ClC1=CC=C(C=C1)C(C(=O)NCCC1=CC(=C(C=C1)OCC#C)OC)OCC#C 2-(4-chlorophenyl)-N-[2-(3-methoxy-4-prop-2-ynoxyphenyl)ethyl]-2-prop-2-ynoxyacetamide